N-(3-((2-((1-(1-isobutylpiperidin-4-yl)-3-methyl-1H-pyrazol-4-yl)amino)-5-(trifluoromethyl)pyrimidin-4-yl)amino)propyl)cyclobutanecarboxamide C(C(C)C)N1CCC(CC1)N1N=C(C(=C1)NC1=NC=C(C(=N1)NCCCNC(=O)C1CCC1)C(F)(F)F)C